3-(2-(2-(4,4-dimethylcyclohex-1-en-1-yl)ethyl)-1,3-dioxan-4-yl)-1-phenylpropan-1-one CC1(CC=C(CC1)CCC1OCCC(O1)CCC(=O)C1=CC=CC=C1)C